(methylthio)pyrimido[4,5-d]pyrimidine-2,4-diol CSC1=C2C(=NC=N1)N=C(N=C2O)O